ClC1=CC=C(C=C1)N1C(N(C(C1=O)CCC(=O)NCCC(=O)NO)CC1=CC=C(C=C1)C)=O 3-(1-(4-chlorophenyl)-3-(4-methylbenzyl)-2,5-dioxoimidazolin-4-yl)-N-(3-(hydroxylamino)-3-oxopropyl)propanamide